N-(4-(4-amino-1-isopropyl-7-(4(R)-((2-methoxyethyl)amino)cyclohex-1-en-1-yl)-1H-pyrazolo[4,3-c]pyridin-3-yl)-2-fluorophenyl)-2-chlorobenzenesulfonamide NC1=NC=C(C2=C1C(=NN2C(C)C)C2=CC(=C(C=C2)NS(=O)(=O)C2=C(C=CC=C2)Cl)F)C2=CC[C@@H](CC2)NCCOC